4-bromo-5-{1,4-dioxaspiro[4.5]decan-8-ylamino}furo[2,3-c]pyridine-2-carbonitrile BrC1=C2C(=CN=C1NC1CCC3(OCCO3)CC1)OC(=C2)C#N